(R)-1,4,7-triazacyclononane N1CCNCCNCC1